3-fluoro-2'-(6-fluoro-1-(2-hydroxy-2-methylpropyl)-1H-indazol-5-yl)-[1,1'-biphenyl]-4-carbonitrile FC=1C=C(C=CC1C#N)C1=C(C=CC=C1)C=1C=C2C=NN(C2=CC1F)CC(C)(C)O